2-((1r,2r)-1-(2-cyano-5-fluorophenyl)-1-(1,3-dimethyl-1H-pyrazol-4-yl)propan-2-yl)-5-hydroxy-N-(isoxazol-4-yl)-1-methyl-6-oxo-1,6-dihydropyrimidine-4-carboxamide C(#N)C1=C(C=C(C=C1)F)[C@@H]([C@@H](C)C=1N(C(C(=C(N1)C(=O)NC=1C=NOC1)O)=O)C)C=1C(=NN(C1)C)C